1-Boc-N4-(1s,4s)-4-aminocyclohexyl-5-trifluoromethylpyrimidine-2,4-diamine C(=O)(OC(C)(C)C)N1C(N=C(C(=C1)C(F)(F)F)NC1CCC(CC1)N)N